CC=1C(=CC2=C(N(C(N2)=O)[C@H]2CN(CCC2)CC=2C=NC=CC2)C1)C=1C=C(C=2N(C1)N=CN2)C (R)-6-Methyl-5-(8-methyl-[1,2,4]triazolo[1,5-a]pyridin-6-yl)-1-(1-(pyridin-3-ylmethyl)piperidin-3-yl)-1,3-dihydro-2H-benzo[d]imidazol-2-on